FC1=C2C=C(NC2=C(C=C1)C)C(=O)N[C@H]1C[C@H](CCC1)N1C[C@@H]2N(C(C[C@@H]2C1)=O)C 4-fluoro-7-methyl-N-((1R,3S)-3-((3aR,6aR)-1-methyl-2-oxohexahydropyrrolo[3,4-b]pyrrol-5(1H)-yl)cyclohexyl)-1H-indole-2-carboxamide